FC1=CC=C(C=C1)[C@@H]1N(CCC2=CC=CC=C12)C(=O)[C@@H]1OC[C@@]2(N([C@H]2C1)C)S(=O)(=O)C1=CC=CC=C1 ((S)-1-(4-fluorophenyl)-3,4-dihydroisoquinolin-2(1H)-yl)((1S,4r,6S)-7-methylbenzenesulfonyl-3-oxa-7-azabicyclo[4.1.0]heptan-4-yl)methanone